4-[4-[4-[4-[[2-(2,4-Dichlorophenyl)-2-(1H-1,2,4-triazol-1-ylmethyl)-1,3-dioxolan-4-yl]methoxy]phenyl]-1-piperazinyl]phenyl]-2,4-dihydro-2-propyl-3H-1,2,4-triazol-3-one ClC1=C(C=CC(=C1)Cl)C1(OCC(O1)COC1=CC=C(C=C1)N1CCN(CC1)C1=CC=C(C=C1)N1C(N(N=C1)CCC)=O)CN1N=CN=C1